N,N,N-trimethylanilinium C[N+](C1=CC=CC=C1)(C)C